2-(3-aminoprop-1-yn-1-yl)-5-(3-aminopropanamido)benzoic acid NCC#CC1=C(C(=O)O)C=C(C=C1)NC(CCN)=O